1-(5-(2,4-difluorophenyl)-1-((3-fluorophenyl)sulfonyl)-4-methoxy-1H-pyrrol-3-yl)-N-methyl-methylamine mesylate S(C)(=O)(=O)O.FC1=C(C=CC(=C1)F)C1=C(C(=CN1S(=O)(=O)C1=CC(=CC=C1)F)CNC)OC